C(C)(=O)O[C@H]1C[C@@H](CCC1)N1N=C(C=2C1=NC=NC2N)C2=CC=C(C=C2)OC2=CC=CC=C2 (1R,3R)-3-(4-amino-3-(4-phenoxyphenyl)-1H-pyrazolo[3,4-d]pyrimidin-1-yl)cyclohexyl acetate